CN(C(C)=O)CCN(C1=NC=CC(=C1)C1=CC(=C(C=C1)C)S(=O)(=O)N1CCOCC1)C N-methyl-N-(2-(methyl(4-(4-methyl-3-(morpholinosulfonyl)phenyl)pyridin-2-yl)amino)ethyl)acetamide